tert-butyl-(1-(4-(methoxymethyl)phenyl)ethoxy)dimethylsilane C(C)(C)(C)[Si](C)(C)OC(C)C1=CC=C(C=C1)COC